Cl.NC(C)N1C(=NCC1)CCCCCCCCCCCCCCCCC 1-aminoethyl-2-heptadecyl-imidazoline hydrochloride salt